Methyl 4-(2-(4-(2-(methyl((1-methyl-1H-indazol-5-yl)methyl)amino)ethyl)phenyl)-2H-tetrazol-5-yl)-3-nitrobenzoate CN(CCC1=CC=C(C=C1)N1N=C(N=N1)C1=C(C=C(C(=O)OC)C=C1)[N+](=O)[O-])CC=1C=C2C=NN(C2=CC1)C